(±)-N-(3,4-dichlorophenyl)-3-fluoro-6,7,8,9-tetrahydro-5H-6,9-epiminocyclohepta[c]-pyridine-10-carboxamide ClC=1C=C(C=CC1Cl)NC(=O)N1C2CC3=C(C=NC(=C3)F)C1CC2